dioctyltin maleate salt C(\C=C/C(=O)[O-])(=O)[O-].C(CCCCCCC)[Sn+2]CCCCCCCC